(R)-2-amino-6-(3-(3-((1,3-dihydroxypropan-2-yl)oxy)-2,2-bis(hydroxymethyl)propyl)ureido)hexanamide N[C@@H](C(=O)N)CCCCNC(=O)NCC(COC(CO)CO)(CO)CO